(E)-3-hydroxy-2-(4-cyanophenylvinyl)-4H-pyran-4-one OC1=C(OC=CC1=O)\C=C\C1=CC=C(C=C1)C#N